CN1N=CC2=CC=C(C=C12)C1CN(C1)C(=O)OC(C)(C)C tert-Butyl 3-(1-methyl-1H-indazol-6-yl)azetidine-1-carboxylate